The molecule is an organic heterotetracyclic compound that is 5,6,6a,7,8,9,10,10a-octahydroindeno[2,1-b]indole which is substituted at positions 6, 6, and 9 by methyl groups, and at positions 8, 9, and 10 by chlorine, vinyl, and isocyano groups respectively (the 6aS,8R,9S,10R,10aS stereoisomer). It is an indole alkaloid produced by the Stigonematales genus of cyanobacteria. It has a role as a bacterial metabolite. It is an isocyanide, an organic heterotetracyclic compound, an olefinic compound, an organochlorine compound and a fischerindole alkaloid. C[C@]1([C@@H](C[C@H]2[C@H]([C@H]1[N+]#[C-])C3=C(C2(C)C)NC4=CC=CC=C43)Cl)C=C